FC=1C=C(C=C(C1)C(F)(F)F)[C@H]([C@H](C)NC(OCC1=CC=CC=C1)=O)O benzyl ((1R,2S)-1-(3-fluoro-5-(trifluoromethyl)phenyl)-1-hydroxypropan-2-yl)carbamate